ClC=1C=C(C#N)C=C(C1)CCN1C[C@H]([C@@H](C1)C)COC1=CC=C(C=C1)S(=O)(=O)CCS(=O)(=O)C 3-chloro-5-{2-[(3s,4s)-3-{[4-(2-methylsulfonylethylsulfonyl)phenoxy]methyl}-4-methylpyrrolidin-1-yl]ethyl}benzonitrile